C(#N)C1=CN(C2=CC=CC=C12)\C(\C(=O)N(C)C)=C/OC1OC(C(=C1C)C)=O (Z)-2-(3-cyanoindol-1-yl)-3-[(3,4-dimethyl-5-oxo-2H-furan-2-yl)oxy]-N,N-dimethyl-prop-2-enamide